platinum (0) 1,3-divinyl-tetramethyl-disiloxane C(=C)[Si](O[Si](C=C)(C)C)(C)C.[Pt]